4-(METHOXYCARBONYL)PYRIDINE-3-BORONIC ACID COC(=O)C1=C(C=NC=C1)B(O)O